[3-prop-2-enoyloxy-2,2-bis(prop-2-enoyloxymethyl)propyl] propanoate C(CC)(=O)OCC(COC(C=C)=O)(COC(C=C)=O)COC(C=C)=O